tert-butyl 4-(2-((1-((2-(trimethylsilyl)ethoxy)methyl)-1H-pyrrolo[3,2-b]pyridin-5-yl)amino)pyridin-4-yl)piperazine-1-carboxylate C[Si](CCOCN1C=CC2=NC(=CC=C21)NC2=NC=CC(=C2)N2CCN(CC2)C(=O)OC(C)(C)C)(C)C